2-(6-bromo-1H-pyrazolo[4,3-c]pyridin-3-yl)-4,6-dihydropyrrolo[3,4-d]imidazole-5(1H)-carboxylic acid tert-butyl ester C(C)(C)(C)OC(=O)N1CC=2NC(=NC2C1)C1=NNC2=C1C=NC(=C2)Br